N-(2-fluorophenyl)-7-(6-methylpyridin-3-yl)quinazolin-4-amine FC1=C(C=CC=C1)NC1=NC=NC2=CC(=CC=C12)C=1C=NC(=CC1)C